[Si](C1=CC=CC=C1)(C1=CC=CC=C1)(C(C)(C)C)OC1CC2C(C2C1)C(=O)N 3-((tert-butyldiphenylsilyl)oxy)bicyclo[3.1.0]hexane-6-carboxamide